C(CCCCCCCCCCCCCCC(C)C)(=O)OCCCCCCCCCCCCCCCCCC Stearyl isostearate